4-(1-benzylpyrazol-4-yl)piperazine-1-carboxylic acid tert-butyl ester C(C)(C)(C)OC(=O)N1CCN(CC1)C=1C=NN(C1)CC1=CC=CC=C1